O1C(=CC=C1)C=1C=CC=C(C(=O)O)C1 5-(furan-2-yl)benzoic acid